[N+](=O)([O-])S[N+](=O)[O-] dinitrothioether